3-(7-methoxy-2,3-dihydrobenzofuran-5-yl)-5-(2-bromophenyl)isoxazole COC1=CC(=CC=2CCOC21)C2=NOC(=C2)C2=C(C=CC=C2)Br